1'-(2-{[1-(3-hydroxy-3-methylcyclobutyl)-7-(trifluoromethyl)-1H-1,3-benzodiazol-5-yl]oxy}ethyl)-2-oxo-1,2-dihydrospiro[indole-3,4'-piperidine]-5-carbonitrile OC1(CC(C1)N1C=NC2=C1C(=CC(=C2)OCCN2CCC1(CC2)C(NC2=CC=C(C=C21)C#N)=O)C(F)(F)F)C